N-(7-Chloro-2-isopropyl-4-oxo-4H-quinazolin-3-yl)-2-(3-fluoro-phenyl)-propionamide ClC1=CC=C2C(N(C(=NC2=C1)C(C)C)NC(C(C)C1=CC(=CC=C1)F)=O)=O